ClC1=C2C(C[C@@]3(CC4(OCCO4)CCC3)C2=CC=C1)=O (S)-4-chlorodispiro[indene-1,1'-cyclohexane-3',2''-[1,3]dioxolane]-3(2H)-one